2,4-dimethylpentan-2-amine phosphate P(=O)(O)(O)O.CC(C)(CC(C)C)N